1,2-dimethylimidazolium methylsulfate COS(=O)(=O)[O-].CN1C(=[NH+]C=C1)C